11Z-Octadecenoic acid CCCCCC/C=C\CCCCCCCCCC(=O)O